ClC=1C=C(C=2N(N1)C=CN2)[C@@H]2[C@H](C2)C2=CC=C(C=C2)OC(F)F 6-chloro-8-((1S,2S)-2-(4-(difluoromethoxy)phenyl)cyclopropyl)imidazo[1,2-b]pyridazine